5-(2-hydroxy-propan-2-yl)-3H-pyrimidin-4-one OC(C)(C)C=1C(NC=NC1)=O